5-(8-carbamoyl-6-fluoro-1,2,4,9-tetrahydrospiro[carbazole-3,1'-cyclopropane]-5-yl)-3,6-dihydropyridine-1(2H)-carboxylic acid tert-butyl ester C(C)(C)(C)OC(=O)N1CCC=C(C1)C1=C2C=3CC4(CC4)CCC3NC2=C(C=C1F)C(N)=O